(±)-tert-butyl 2,2-difluoro-6-(6-(methoxycarbonyl)pyridin-3-yl)-7-azaspiro[3.5]nonane-7-carboxylate FC1(CC2(C1)C[C@@H](N(CC2)C(=O)OC(C)(C)C)C=2C=NC(=CC2)C(=O)OC)F |r|